4-(((2-(6-chloroimidazo[1,2-a]pyridin-2-yl)-6-methoxybenzofuran-4-yl)oxy)methyl)-2-(4-methoxyphenyl)thiazole ClC=1C=CC=2N(C1)C=C(N2)C=2OC1=C(C2)C(=CC(=C1)OC)OCC=1N=C(SC1)C1=CC=C(C=C1)OC